((7-chloro-2-(4-methyl-5-(2-methyl-3-(5-methyl-4,5,6,7-tetrahydrothiazolo[5,4-c]pyridine-2-carboxamido)phenyl)pyridin-3-yl)benzo[d]oxazol-5-yl)methyl)pyrrolidine-3-carboxylic acid ClC1=CC(=CC=2N=C(OC21)C=2C=NC=C(C2C)C2=C(C(=CC=C2)NC(=O)C=2SC=1CN(CCC1N2)C)C)CN2CC(CC2)C(=O)O